tert-butyl-4-hydroxy-6-oxo-2-(6-(trifluoromethyl)pyridin-3-yl)-2,3-dihydropyridazine C(C)(C)(C)C1N(NC(C=C1O)=O)C=1C=NC(=CC1)C(F)(F)F